N-(triphenylmethyl)-5-(4'-methylbiphenyl-2-yl)tetrazole C1(=CC=CC=C1)C(N1N=NN=C1C1=C(C=CC=C1)C1=CC=C(C=C1)C)(C1=CC=CC=C1)C1=CC=CC=C1